5-bromo-2,2-difluoro-1,3-dihydroindene BrC=1C=C2CC(CC2=CC1)(F)F